Trans-4-[[2-[4-[4-[(4R)-4-amino-2-oxo-pyrrolidin-1-yl]phenyl]sulfonylpiperazin-1-yl]-6-chloro-4-pyridinyl]-difluoro-methyl]cyclohexanecarboxamide N[C@@H]1CC(N(C1)C1=CC=C(C=C1)S(=O)(=O)N1CCN(CC1)C1=NC(=CC(=C1)C([C@@H]1CC[C@H](CC1)C(=O)N)(F)F)Cl)=O